(S)-3-(1-amino-1,3-dihydrospiro[inden-2,4'-piperidin]-1'-yl)-6-((2-amino-3-fluoropyridin-4-yl)thio)pyrazine-2-carboxamide N[C@@H]1C2=CC=CC=C2CC12CCN(CC2)C=2C(=NC(=CN2)SC2=C(C(=NC=C2)N)F)C(=O)N